N1=C(C=CC=C1)[C@@]1(CCOC2(CCCC2)C1)CCNCC=1C=C(C(=NC1)C#N)C#N 5-[({2-[(9R)-9-(pyridin-2-yl)-6-oxaspiro[4.5]decan-9-yl]ethyl}amino)methyl]pyridine-2,3-dicarbonitrile